FC1=CC2=C(NC(=N2)C2=CC(=NN2CC2=CC=C(C=C2)OC)NC(=O)C=2C=NC(=CC2)N2CCC(CC2)CO)C=C1 N-[5-(5-fluoro-1H-benzimidazol-2-yl)-1-[(4-methoxyphenyl)methyl]pyrazol-3-yl]-6-[4-(hydroxymethyl)-1-piperidyl]pyridine-3-carboxamide